[(3aS,4R,6aR)-4-[(6-Bromo-3-pyridazinyl)amino]hexahydrocyclopenta[c]pyrrol-2(1H)-yl](2-cyclopropyl-2H-thieno[3,2-c]pyrazol-5-yl)methanone BrC1=CC=C(N=N1)N[C@@H]1CC[C@H]2CN(C[C@H]21)C(=O)C2=CC1=NN(C=C1S2)C2CC2